ClC1=CC(=C(C=C1C#N)NS(=O)(=O)C=1C=C(C(=O)O)C=CC1C1CC1)OC1C(CC1)O 3-(N-(4-chloro-5-cyano-2-(2-hydroxycyclobutoxy)phenyl)sulfamoyl)-4-cyclopropylbenzoic acid